COC1=CC2=C(N=C(S2)SC)C=C1 6-methoxy-2-(methylthio)benzo[d]thiazole